C(#N)C=1C=C(C=CC1)C=1N=C(SC1C1=CC(=NC(=C1)C)C)NC(=O)N1CC2N(CC1)C(CNC2=O)=O N-[4-(3-Cyanophenyl)-5-(2,6-dimethyl-4-pyridyl)thiazol-2-yl]-6,9-dioxo-1,3,4,7,8,9a-hexahydropyrazino[1,2-a]pyrazine-2-carboxamide